ClC=1C=CC(=C(C1)S(=O)(=O)Cl)OC 5-chloro-2-methoxybenzenesulfonyl chloride